FC1=C(C=CC=C1C[C@@H]1N(C[C@@H]([C@@H]1NS(=O)(=O)CC)F)C(=O)[C@@H]1OCCC1)C1=C(C=CC(=C1)C)F N-{(2S,3R,4S)-2-[(2,2'-difluoro-5'-methyl[1,1'-biphenyl]-3-yl)methyl]-4-fluoro-1-[(2R)-oxolane-2-carbonyl]pyrrolidin-3-yl}ethanesulfonamide